N-((1R,4r)-4-(2-(((R)-2-(3-Fluorophenyl)-2-hydroxyethyl)amino)-2-methylpropyl)cyclohexyl)propane-1-sulfonamide hydrochloride Cl.FC=1C=C(C=CC1)[C@H](CNC(CC1CCC(CC1)NS(=O)(=O)CCC)(C)C)O